tert-butyl 3-[(4-bromophenyl)-hydroxy-methyl]-3-fluoro-pyrrolidine-1-carboxylate BrC1=CC=C(C=C1)C(C1(CN(CC1)C(=O)OC(C)(C)C)F)O